CC(C(=O)NC=1C2=C(N=C(N1)C1=CC=NC=C1)C=NC=C2)C 2-methyl-N-[2-(pyridin-4-yl)pyrido[3,4-d]Pyrimidin-4-yl]Propionamide